C(C)(C)(C)OC(=O)N[C@H]([C@@H](C)OCC1=CC=C(C=C1)CCOCCOCCOCC(=O)OC(C)(C)C)CCC(N)=O Tert-butyl 2-[2-(2-[2-[4-([[(2R,3S)-3-[(tert-butoxycarbonyl)amino]-5-carbamoylpentan-2-yl]oxy]methyl)phenyl]ethoxy]ethoxy)ethoxy]acetate